C(C)N1C2=CC=CC=C2C=2C=C(C=CC12)\C=C/1\C(C2=CC=CC(=C2C1)O)=O (E)-2-((9-ethyl-9H-carbazol-3-yl)methylene)-4-hydroxy-2,3-dihydro-1H-inden-1-one